NC=1C=C(C=NC1)C1=CC=CC=2N(C(NC21)=O)C2CCN(CC2)C(=O)NC2=CC(=C(C=C2)C)OC 4-[4-(5-Aminopyridin-3-yl)-2-oxo-2,3-dihydro-1H-1,3-benzodiazol-1-yl]-N-(3-methoxy-4-methylphenyl)piperidine-1-carboxamide